BrC=1C=CC(=NC1)OC(NC)=O (5-bromopyridin-2-yl)(methyl)carbamate